1-((1-fluorocyclopropyl)methyl)-1H-benzo[d]imidazole-6-carboxylic acid FC1(CC1)CN1C=NC2=C1C=C(C=C2)C(=O)O